(1S,4R)-cyclopent-2-en C1C=CCC1